CN1N=C(C=C1)CN1C(C=C(C=C1)C1=NN(C2=CC=CC=C12)C1=CC=C(C=C1)C(F)(F)F)=O 1-((1-methyl-1H-pyrazol-3-yl)methyl)-4-(1-(4-(trifluoromethyl)phenyl)-1H-indazol-3-yl)pyridin-2(1H)-one